C(C)(C)(C)OC(=O)N(CCCN1C=NC2=C1C(=NC=C2)C2=CC=CC(=N2)N[C@H]2C[C@H](N(C2)C(=O)OCC2=CC=CC=C2)C(=O)OC)CC2CC2 O1-benzyl O2-methyl (2S,4S)-4-[[6-[3-[3-[tert-butoxycarbonyl(cyclopropylmethyl)amino]propyl]imidazo[4,5-c]pyridin-4-yl]-2-pyridyl]amino]pyrrolidine-1,2-dicarboxylate